ClC1=CC=C(C=N1)NC1=NC=CC2=CC(=CC=C12)OC1=CC=CC=C1 N-(6-chloropyridin-3-yl)-6-phenoxyisoquinolin-1-amine